(3S)-1-[3-[5-(2,4-dichlorophenyl)-2-pyridinyl]azetidine-1-carbonyl]pyrrolidine-3-carboxamide ClC1=C(C=CC(=C1)Cl)C=1C=CC(=NC1)C1CN(C1)C(=O)N1C[C@H](CC1)C(=O)N